(5-amino-6-(bis(4-methoxybenzyl)amino)-2-butoxypyrimidin-4-yl)methanol NC=1C(=NC(=NC1N(CC1=CC=C(C=C1)OC)CC1=CC=C(C=C1)OC)OCCCC)CO